2-(3-(((4-(2-((1H-indazol-4-yl)amino)ethoxy)butyl)amino)methyl)-5-(trifluoromethoxy)phenoxy)ethan-1-ol N1N=CC2=C(C=CC=C12)NCCOCCCCNCC=1C=C(OCCO)C=C(C1)OC(F)(F)F